4-methyl-5-[4-(2,3,6-trichloro-benzyl)-piperazin-1-yl]-benzofuran-2-carboxylic acid CC1=C(C=CC2=C1C=C(O2)C(=O)O)N2CCN(CC2)CC2=C(C(=CC=C2Cl)Cl)Cl